1-{(chlorodimethylsilyl)methyl}-2-trifluoromethylpyridinium chloride [Cl-].Cl[Si](C)(C)C[N+]1=C(C=CC=C1)C(F)(F)F